ClC1=NC=2CCCCC2C(=N1)C(=O)N[C@@H]1CC[C@H](CC1)OC 2-chloro-N-[(trans)-4-methoxycyclohexyl]-5,6,7,8-tetrahydroquinazoline-4-carboxamide